SCC(C(=O)O)C.SCC(C(=O)O)C.SCC(C(=O)O)C.C(O)C(CC)(CO)CO trimethylolpropane tris(3-mercapto isobutyrate)